ClCC(CCl)(C)CCl 1,3-dichloro-2-(chloromethyl)-2-methylpropane